(S)-3-(1H-Benzo[d]imidazol-5-yl)-4-(1-phenylpiperidin-4-yl)oxazolidin-2-on N1C=NC2=C1C=CC(=C2)N2C(OC[C@@H]2C2CCN(CC2)C2=CC=CC=C2)=O